BrC1=CC=C(C=C1)[C@@H]1[C@H]([C@@H](C[C@@H](C1)OC(C)C)C(NC1=C(C=C(C=C1)C(F)(F)F)F)=O)C(=O)O (1R,2S,4R,6R)-2-(4-bromophenyl)-6-((2-fluoro-4-(trifluoromethyl)phenyl)carbamoyl)-4-isopropoxycyclohexane-1-carboxylic acid